tert-Butyl N-[4-(aminomethyl)benzyl]carbamate NCC1=CC=C(CNC(OC(C)(C)C)=O)C=C1